C(CCC)(=O)N1CCC(CC1)NS(=O)(=O)C1=CC=C(C2=CC=CC=C12)NC1=NC=CC(=N1)C N-(1-butyrylpiperidin-4-yl)-4-((4-methylpyrimidin-2-yl)amino)naphthalene-1-sulfonamide